2-(2-hydroxy-5-5-octylphenyl)benzotriazole OC1=C(C=C(C=C1)C(CCCC)CCC)N1N=C2C(=N1)C=CC=C2